tert-butyl 4-{5-fluoro-7-[1-(oxan-2-yl) pyrazol-4-yl]-4-oxoquinazolin-3-yl}piperidine-1-carboxylate FC1=C2C(N(C=NC2=CC(=C1)C=1C=NN(C1)C1OCCCC1)C1CCN(CC1)C(=O)OC(C)(C)C)=O